FC(OC1=C(C(=O)NCC(F)(F)F)C(=CC(=C1)C1=CN=C2N1C=CC(=C2)C2(CN(CCO2)C)C)OC)F 2-(difluoromethoxy)-4-[7-(2,4-dimethylmorpholin-2-yl)imidazo[1,2-a]pyridin-3-yl]-6-methoxy-N-(2,2,2-trifluoroethyl)benzamide